(R)-5-(2-(dimethylamino)ethoxy)-2-methyl-N-(1-(3-(3-methyl-1,2,4-thiadiazol-5-yl)-5-(1-methyl-1H-pyrazol-4-yl)phenyl)ethyl)benzamide CN(CCOC=1C=CC(=C(C(=O)N[C@H](C)C2=CC(=CC(=C2)C=2C=NN(C2)C)C2=NC(=NS2)C)C1)C)C